3-[1-(trifluoromethyl)cyclopropyl]propanoic acid FC(C1(CC1)CCC(=O)O)(F)F